5-bromo-4-fluoro-2-(hydroxymethyl)phenol BrC=1C(=CC(=C(C1)O)CO)F